trifluoromethanesulfonic acid (Triflate) OS(=O)(=O)C(F)(F)F.FC(S(=O)(=O)O)(F)F